COC1=CC=C(C=C1)C(C[2H])[2H] 2-(4-methoxyphenyl)ethane-1,2-d